ClC1=C(C=C(C=C1)OC)[C@@H]1COCCCN1C1=NC(=NC(=C1)C)N |r| (+/-)-4-(3-(2-chloro-5-methoxyphenyl)-1,4-oxazepan-4-yl)-6-methylpyrimidin-2-amine